[S].CC1=C(C=CC=C1)P(C1=C(C=CC=C1)C)C1=C(C=CC=C1)C tri(o-methylphenyl)phosphine sulfur